C(C)(=O)C1=C(NC2=C(C=CC(=C2C1=O)F)F)S(=O)CC1=NOC(=C1)C 3-acetyl-5,8-difluoro-2-(((5-methylisoxazol-3-yl)methyl)sulfinyl)quinolin-4(1H)-one